COCOC=1C=C(C=CC1)B(O)O 3-(METHOXYMETHOXY)PHENYLBORONIC ACID